FC1=NC=CC(=C1F)[C@@H]1[C@@H]([C@H]2[C@@H]3C[C@@H]3[C@@H]1O2)C(=O)NC=2C=NC(=CC2)OC (1S,2S,4R,5R,6S,7S)-7-(2,3-difluoropyridin-4-yl)-N-(6-methoxypyridin-3-yl)-8-oxatricyclo[3.2.1.02,4]octane-6-carboxamide